ClC=1C=CC(=C(C#N)C1)C1=NC(=CC2=C1N=C(N(C2=O)C)C)N2CC(OC(C2)C)C=2C=NN(C2)C2CC2 5-chloro-2-(6-(2-(1-cyclopropyl-1H-pyrazol-4-yl)-6-methylmorpholino)-2,3-dimethyl-4-oxo-3,4-dihydropyrido[3,4-d]pyrimidin-8-yl)benzonitrile